N'-acetyl-4-amino-7-fluoro-N'-methyl-N-((5-(trifluoromethyl)pyridin-2-yl)methyl)-1,3-dihydrofuro[3,4-c]quinoline-8-carbohydrazide C(C)(=O)N(N(C(=O)C1=CC=2C3=C(C(=NC2C=C1F)N)COC3)CC3=NC=C(C=C3)C(F)(F)F)C